OC1=NC(=NC(=N1)C1=CC=CC=C1)C(=O)N1CCN(CC1)S(=O)(=O)C (4-hydroxy-6-phenyl-1,3,5-triazin-2-yl)(4-(methylsulfonyl)piperazin-1-yl)methanone